C1(CC1)C(C(=O)NC1CC2(CC(C2)NC2=CC(=NC=N2)C(=O)NC[C@@H](CN2CC3=CC=CC=C3CC2)O)C1)(C)O 6-((6-(2-cyclopropyl-2-hydroxypropionamido)spiro[3.3]hept-2-yl)amino)-N-((S)-3-(3,4-dihydroisoquinolin-2(1H)-yl)-2-hydroxypropyl)pyrimidine-4-carboxamide